1,3-bis(3-epoxypropoxypropyl)tetramethyl-disiloxane C(CC)OC1(C(C)O1)[Si](O[Si](C1(C(C)O1)OCCC)(C)C)(C)C